1-[(1H-pyrazol-4-yl)methyl]-5-(1H-1,2,3,4-tetrazol-5-yl)-1H-1,3-benzodiazole N1N=CC(=C1)CN1C=NC2=C1C=CC(=C2)C2=NN=NN2